C(#N)N1CC(CC1)CNC=1N=CC2=CC=C(C=C2C1)C#N 3-(((1-Cyanopyrrolidin-3-yl)methyl)amino)isoquinoline-6-carbonitrile